NC(C(=O)O)(CCCCB(O)O)CCN1CCC(CC1)(O)CC1=CC=CC=C1 2-amino-2-(2-(4-benzyl-4-hydroxypiperidin-1-yl)ethyl)-6-boronohexanoic acid